O-methylthymidine CO[C@H]1C[C@@H](O[C@@H]1CO)N1C(=O)NC(=O)C(C)=C1